O1CCCNCCC1 1,5-oxazocan